N[C@](COC1=C(C=CC=C1)C#N)(CC(=C)C)C 4-(((S)-2-amino-2,4-dimethylpent-4-en-1-yl)oxy)-3-cyanobenzene